N-[(1S)-1-(dicyclopropyl-methyl)-2-[[5-[4-(difluoromethyl)-3-pyridyl]-6-fluoro-2-pyridyl]amino]-2-oxo-ethyl]-2-isopropyl-pyrazole-3-carboxamide C1(CC1)C([C@@H](C(=O)NC1=NC(=C(C=C1)C=1C=NC=CC1C(F)F)F)NC(=O)C=1N(N=CC1)C(C)C)C1CC1